(4,5-dimethylthiazol-2-yl)(m-tolyl)methylamine CC=1N=C(SC1C)NCC=1C=C(C=CC1)C